ClC=1C(=C(C=C(C1)O)C1=C(C=2N=C(N=C(C2C=N1)N1CC2CCC(C1)N2C(=O)OC(C)(C)C)OCC=O)F)C2CC2 tert-butyl 3-[7-(3-chloro-2-cyclopropyl-5-hydroxy-phenyl)-8-fluoro-2-(2-oxoethoxy)pyrido[4,3-d]pyrimidin-4-yl]-3,8-diazabicyclo[3.2.1]octane-8-carboxylate